NC1=CC=C(C=C1)C1(NC(=NC=C1)N)N 4-(4-aminophenyl)pyrimidine-2,4-diamine